3-{[3-chloro-1-(cyclopropylmethyl)-1H-pyrazol-4-yl]methyl}-1-methyl-1H-pyrazol ClC1=NN(C=C1CC1=NN(C=C1)C)CC1CC1